(S)-2-((4-(2-((4-cyano-2-fluorobenzyl)oxy)pyrimidin-4-yl)piperidin-1-yl)methyl)-4-(1-methyl-1H-pyrazol-3-yl)-1-(oxetan-2-ylmethyl)-1H-benzo[d]imidazole-6-carboxylic acid C(#N)C1=CC(=C(COC2=NC=CC(=N2)C2CCN(CC2)CC2=NC3=C(N2C[C@H]2OCC2)C=C(C=C3C3=NN(C=C3)C)C(=O)O)C=C1)F